(3R,4R)-4-{[5-(2,4-difluoro-phenyl)-isoxazole-3-carbonyl]-amino}-1-(2-methyl-cyclobutyl)-piperidine-3-carboxylic acid dimethylamide CN(C(=O)[C@@H]1CN(CC[C@H]1NC(=O)C1=NOC(=C1)C1=C(C=C(C=C1)F)F)C1C(CC1)C)C